FC(CCC(=O)N1CCC2(CC(=NO2)F)CC1)(F)F 4,4,4-trifluoro-1-(3-fluoro-1-oxa-2,8-diazaspiro[4.5]dec-2-en-8-yl)butan-1-one